FC1=CC=C(OC2CCN(CC2)C=2SC3=C(C(N2)=O)C=C(C=C3[N+](=O)[O-])C(F)(F)F)C=C1 2-(4-(4-fluorophenoxy)piperidin-1-yl)-8-nitro-6-(trifluoromethyl)-4H-benzo[e][1,3]thiazin-4-one